tert-butyl (R)-3-(quinolin-6-ylamino)pyrrolidine-1-carboxylate N1=CC=CC2=CC(=CC=C12)N[C@H]1CN(CC1)C(=O)OC(C)(C)C